OC=1C(=C(C[C@H](N)C(=O)O)C=CC1O)C 3,4-dihydroxy-2-methylphenylalanine